C12CN(CC(CC1)N2)C(=O)C=2C=NC(=CC2)COC2=CC=C(C=C2)C=2N=C(OC2C)CC2=CC(=CC=C2)Cl (3,8-Diazabicyclo[3.2.1]octan-3-yl)(6-((4-(2-(3-chlorobenzyl)-5-methyloxazol-4-yl)phenoxy)methyl)pyridin-3-yl)methanone